C1(=CC=CC=C1)C=1C(=NC=CC1)C1=C(C(=CC=C1)C(C)C)F phenyl-(isopropylfluorophenyl)pyridine